OC1=C(C2=CC=C(C=C2C=C1)OC)C1=C(C=CC2=CC(=CC=C12)OC)O 1-(2-hydroxy-6-methoxy-1-naphthyl)-6-methoxy-naphthalen-2-ol